[C@]1([C@](O)([C@H](O)[C@@H](CO)O1)S(=O)(=O)[O-])(N1C=NC=2C(N)=NC=NC12)S(=O)(=O)[O-] adenosinedisulphonate